CC(C(CC(=O)OC(C)\C(=C\C(C)C)\C)=O)CC (E)-3,5-dimethylhex-3-en-2-yl 4-methyl-3-oxohexanoate